SCC(=O)OC(C(=O)O)C 2-(2-mercaptoacetoxy)propionic acid